2-(tert-butoxy)-1-((3R)-4-(5-(6',8'-dihydro-2H-spiro[benzofuran-3,9'-pyrido[3',2':4,5]imidazo[2,1-c][1,4]oxazin]-2'-yl)pyrimidin-2-yl)-3-methylpiperazin-1-yl)ethanone C(C)(C)(C)OCC(=O)N1C[C@H](N(CC1)C1=NC=C(C=N1)C=1C=CC=2N=C3COCC4(N3C2N1)COC1=C4C=CC=C1)C